(S)-3-(4-(6'-chloro-5'-fluoro-2'-oxospiro[cyclopropane-1,3'-indolin]-1'-yl)phenyl)-2-(2-chloro-6-fluorobenzamido)propionic acid ClC1=C(C=C2C3(C(N(C2=C1)C1=CC=C(C=C1)C[C@@H](C(=O)O)NC(C1=C(C=CC=C1F)Cl)=O)=O)CC3)F